3-((7-chloro-1-methyl-6-(pyrazolo[1,5-a]pyrazin-3-yloxy)-1H-imidazo[4,5-b]pyridin-2-yl)amino)-1-methyl-5-(perfluoroethyl)pyridin-2(1H)-one ClC1=C2C(=NC=C1OC=1C=NN3C1C=NC=C3)N=C(N2C)NC=2C(N(C=C(C2)C(C(F)(F)F)(F)F)C)=O